di(2-ethylpentyl) ether C(C)C(COCC(CCC)CC)CCC